C(C)(C)(C)C1=C(C(=NC(=C1C#N)Cl)N)C tert-butyl-6-amino-2-chloro-5-methylnicotinonitrile